C(C)(C)(C)OC(=O)N1CC2(C1)CN(CC2)C2=NC(=C(C(=C2C#N)CC)C#N)Cl 6-(6-chloro-3,5-dicyano-4-ethylpyridin-2-yl)-2,6-diazaspiro[3.4]octane-2-carboxylic acid tert-butyl ester